alanyl-adenosine N[C@@H](C)C(=O)[C@@]1([C@H](O)[C@H](O)[C@@H](CO)O1)N1C=NC=2C(N)=NC=NC12